CCCCCCCCCCCCCCCCCC(=O)N[C@@H](CO[C@H]1[C@@H]([C@H]([C@@H]([C@H](O1)CO)O[C@H]2[C@@H]([C@H]([C@H]([C@H](O2)CO)O)O[C@@]3(C[C@@H]([C@H]([C@@H](O3)[C@@H]([C@@H](CO)O)O)NC(=O)C)O)C(=O)O)O)O)O)[C@@H](/C=C/CCCCCCCCCCCCC)O The molecule is a sialotriaosylceramide consisting of beta-D-GalNAc-(1->4)-[alpha-Neu5Ac-(2->3)]-beta-D-Gal-(1->4)-beta-D-Glc attached to the primary hydroxy function of ceramide(d18:1/18:0). It has a role as a mouse metabolite. It derives from an octadecanoic acid. It is a conjugate acid of an alpha-Neu5Ac-(2->3)-beta-Gal-(1->4)-beta-Glc-(1<->1')-Cer(d18:1/18:0)(1-).